ClC=1C=C(C(=NC1)OC)S(=O)(=O)NC1=C(C(=CC=C1)C1=CC=C2C(=NNC2=C1F)C=1NC=CN1)C 5-chloro-N-(3-(7-fluoro-3-(1H-imidazol-2-yl)-1H-indazol-6-yl)-2-methylphenyl)-2-methoxypyridine-3-sulfonamide